C(C1=CC=CC=C1)O[C@@H]1[C@@H](OC=C([C@@H]1OCC1=CC=CC=C1)[N+](=O)[O-])COCC1=CC=CC=C1 (2S,3S,4S)-3,4-bis(benzyloxy)-2-((benzyloxy)methyl)-5-nitro-3,4-dihydro-2H-pyran